C(C1=CC=CC=C1)OC1=NC(=CC=C1C1=NN(C2=CC(=CC=C12)N1CCN(CC1)C[C@H]1[C@@H](CN(CC1)C(=O)OC(C)(C)C)C)C)OCC1=CC=CC=C1 tert-butyl (3S,4R)-4-((4-(3-(2,6-bis(benzyloxy)pyridin-3-yl)-1-methyl-1H-indazol-6-yl)piperazin-1-yl)methyl)-3-methylpiperidine-1-carboxylate